FC(C(C(C(C(C(C(C(C(C(F)(F)F)(F)F)(F)F)(F)F)(F)F)(F)F)(F)F)(F)F)(F)F)(P(O)(O)=O)F Perfluorodecylphosphonic acid